4'-(hydroxymethyl)-4-biphenyl-sulfonic acid OCC1=CC=C(C=C1)C1=CC=C(C=C1)S(=O)(=O)O